N-((2R)-6-(9-oxa-3,7-diazabicyclo[3.3.1]nonan-3-yl)-1,2,3,4-tetrahydronaphthalen-2-yl)-7-amino-3-methylthieno[2,3-b]pyrazine-6-carboxamide C12CN(CC(CNC1)O2)C=2C=C1CC[C@H](CC1=CC2)NC(=O)C2=C(C=1C(=NC(=CN1)C)S2)N